2-chloro-1,3-dimethyl-1,3,2-diazaphospholane ClP1N(CCN1C)C